CC(C)(CC(C)(C)C)C1CCC(CC1)OCCOCCOCCOCCOCCOCCOCCOCCO 23-{[4-(2,4,4-trimethyl-2-pentyl)cyclohexyl]oxy}-3,6,9,12,15,18,21-heptaoxatricosanol